(R)-2-(3-(6-bromopyridin-2-yl)-4H-1,2,4-triazol-4-yl)-1-propanol BrC1=CC=CC(=N1)C1=NN=CN1[C@@H](CO)C